I.FC1=C(C(=N)SC)C=C(C=C1)C(OC1OCCCC1)C=1C(=C2C=CN(C2=CC1F)[Si](C(C)C)(C(C)C)C(C)C)C=C methyl 2-fluoro-5-((6-fluoro-1-(triisopropylsilyl)-4-vinyl-1H-indol-5-yl)((tetrahydro-2H-pyran-2-yl)oxy)methyl)benzimidothioate hydroiodide